C1(CC1)C1=NC=NC(=C1C1=NN2C(N(C(CC2)=O)CC2=CC=C(C=C2)C=2N(C=C(N2)C(F)(F)F)C(C)C)=C1)OC 2-(4-cyclopropyl-6-methoxypyrimidin-5-yl)-4-(4-(1-isopropyl-4-(trifluoromethyl)-1H-imidazol-2-yl)benzyl)-6,7-dihydropyrazolo[1,5-a]pyrimidin-5(4H)-one